CC1(CC(CC(C1)C)=NO)C 3,3,5-trimethylcyclohexanone oxime